4-[1-[1-(6-bromopyridin-3-yl)ethyl]-1H-pyrazol-4-yl]-6-[2-(methoxymethoxy)phenyl]pyridazin-3-amine BrC1=CC=C(C=N1)C(C)N1N=CC(=C1)C1=C(N=NC(=C1)C1=C(C=CC=C1)OCOC)N